C(C=C)C1C(=O)OC(C1)C α-allyl-γ-valerolactone